C(C)(=O)C=1C=C(C=C2C(N(C(=NC12)N1CC2(COC2)C1)C)=O)C 8-acetyl-3,6-dimethyl-2-(2-oxa-6-azaspiro[3.3]heptan-6-yl)quinazolin-4-one